C(C)(C)C1=NC(=CC=C1C=1C=C(C(N(C1)C)=O)C)N1CCN(CC1)C1=NC=2CCNCC2C=C1 5-[2-isopropyl-6-[4-(5,6,7,8-tetrahydro-1,6-naphthyridin-2-yl)piperazin-1-yl]-3-pyridyl]-1,3-dimethyl-pyridin-2-one